1-[(2R,3S,4R,5R)-4-[(tert-butyldimethylsilyl)oxy]-5-{[(tert-butyldimethylsilyl)oxy]methyl}-5-cyclopropyl-3-fluorooxolan-2-yl]-5-fluoro-3H-pyrimidine-2,4-dione [Si](C)(C)(C(C)(C)C)O[C@H]1[C@@H]([C@@H](O[C@]1(C1CC1)CO[Si](C)(C)C(C)(C)C)N1C(NC(C(=C1)F)=O)=O)F